ClC=1N(N=C2C(N(CCC21)[C@H](C(F)F)C)=O)CC2=C(C=CC=C2F)F (S)-3-chloro-2-(2,6-difluorobenzyl)-6-(1,1-difluoroprop-2-yl)-2,4,5,6-tetrahydro-7H-pyrazolo[3,4-c]pyridin-7-one